C1C=2C(C=3C(=NC2C=CC1)C1=CC=CC=C1N3)=O dihydroindolo[3,2-b]quinolin-11-one